C1(=CC=CC=C1)C1=CSC=2C1=NC(=CC2)C=2C=NNC2 3-phenyl-5-(1H-pyrazol-4-yl)thieno[3,2-b]pyridine